C(C)OC(CC(=O)NC1(CCCCC1)C(=O)OC)=O methyl 1-(3-ethoxy-3-oxopropanamido)cyclohexane-1-carboxylate